t-butyldimethylsilane triflate OS(=O)(=O)C(F)(F)F.C(C)(C)(C)[SiH](C)C